C(#N)C=1C=C(C(=O)NC)C=CC1NCC#CC=1N=C2N(C=CC=C2N[C@H]2[C@H](CN(CC2)C)F)C1SC(F)(F)F 3-cyano-4-((3-(8-(((3S,4R)-3-fluoro-1-methylpiperidin-4-yl)amino)-3-((trifluoromethyl)thio)imidazo[1,2-a]pyridin-2-yl)prop-2-yn-1-yl)amino)-N-methylbenzamide